N-(2-methoxy-4-(2-methoxyethoxy)phenyl)-7-(4-(2,2,2-trifluoroethyl)piperazin-1-yl)quinolin-4-amine COC1=C(C=CC(=C1)OCCOC)NC1=CC=NC2=CC(=CC=C12)N1CCN(CC1)CC(F)(F)F